benzimidazole-5-carboxylic acid methylamide CNC(=O)C1=CC2=C(N=CN2)C=C1